4-((1-(2-chlorobenzyl)pyrrolidin-2-yl)methoxy)-2-cyclopropylpyrimidine-5-carbonitrile ClC1=C(CN2C(CCC2)COC2=NC(=NC=C2C#N)C2CC2)C=CC=C1